O1C(=CC=2C=NC=CC21)C=2OC1=C(C=C(C=C1C(C2C(F)(F)F)=O)C)C(C)NC2=C(C(=O)OC(C)(C)C)C=CC=C2 tert-Butyl 2-[1-[2-furo[3,2-c]pyridin-2-yl-6-methyl-4-oxo-3-(trifluoromethyl)chromen-8-yl]ethylamino]benzoate